ClC1=CC=C(CN2N=C(C=CC2=O)C=2C=NC(=NC2)N2CC3(C2)CC(C3)(F)F)C=C1 2-(4-chlorobenzyl)-6-(2-(6,6-difluoro-2-azaspiro[3.3]heptan-2-yl)pyrimidin-5-yl)pyridazin-3(2H)-one